(4-methoxyphenyl)(4-(methylsulfonyl)-phenyl)methanol COC1=CC=C(C=C1)C(O)C1=CC=C(C=C1)S(=O)(=O)C